C(C)(C)(C)OC(=O)N1C(CNCC1)C1=NC=C(C=C1)C=1C2=C(N=CN1)NC=C2 (5-(7H-pyrrolo[2,3-d]pyrimidin-4-yl)pyridin-2-yl)piperazine-1-carboxylic acid tert-butyl ester